5-fluoro-6-[(1S)-2,2,2-trifluoro-1-methyl-ethoxyl-3-pyridyl]-3-(methoxymethyl)-[1,2,4]triazolo[4,3-a]pyridine FC1=C(C=CC=2N1C(=NN2)COC)C=2C(=NC=CC2)O[C@H](C(F)(F)F)C